[2-[(2-amino-6-oxo-1H-purin-9-yl)methoxy]-3-hydroxypropyl](2S)-2-amino-3-methylbutanoate NC=1NC(C=2N=CN(C2N1)COC(COC([C@H](C(C)C)N)=O)CO)=O